FCCN1N=CC2=CC(=CC=C12)/C=C/C1=NC2=CC=C(C=C2C=C1)O (E)-2-(2-(1-(2-Fluoroethyl)-1H-indazol-5-yl)vinyl)quinolin-6-ol